OC=1C(=NC(=NC1O)C1=CC=CC=C1)C(=O)O 5,6-Dihydroxy-2-phenylpyrimidine-4-carboxylic acid